N1C[C@@H](CC1)CCC(=O)O |r| rac-3-[(3R)-pyrrolidin-3-yl]propanoic acid